ClC1=C(C=C(C=C1OC)OC)C1=CC2=C(N=C(N=C2)NC2=CC=C(C=C2)N2C[C@@H](N([C@@H](C2)C)C)C)N2C1=NN=C2 6-(2-chloro-3,5-dimethoxyphenyl)-N-(4-((3S,5R)-3,4,5-trimethylpiperazin-1-yl)phenyl)-[1,2,4]triazolo[4',3':1,6]pyrido[2,3-d]pyrimidin-2-amine